C(C)OC1=NC=CC=C1C1=NC=2C(N(C[C@@]3([C@@H](CN(CC3)C3=C(C(=CC=C3)OC)C(F)(F)F)CC)C2C=C1)C1CNCC1)=O |r| rac-(3'S,5S)-2-(2-ethoxypyridin-3-yl)-3'-ethyl-1'-[3-methoxy-2-(trifluoromethyl)phenyl]-7-pyrrolidin-3-ylspiro[6H-1,7-naphthyridine-5,4'-piperidine]-8-one